C(C1=CC(=C(N)C(=C1)C(C)CC(C)C)C(C)CC(C)C)C1=CC(=C(N)C(=C1)C(C)CC(C)C)C(C)CC(C)C 4,4'-methylenebis(2,6-bis(4-methylpent-2-yl)aniline)